C(C=C)(=O)OC methyl prop-2-enoate